1,1'-bis[(E)-3-(3,4,5-trimethoxyphenyl)-3-oxopropenyl]Ferrocene COC=1C=C(C=C(C1OC)OC)C(/C=C/[C-]1C=CC=C1)=O.[C-]1(C=CC=C1)\C=C\C(C1=CC(=C(C(=C1)OC)OC)OC)=O.[Fe+2]